C(=C)SC=C vinyl thioether